NC1=CC=C(C(=N1)C1=C(C=C2C(=NC(=NC2=C1)OC[C@H]1N(C[C@@H](C1)OC(F)F)C)N1CCN(CC1)C(C=C)=O)Cl)C(F)(F)F 1-[4-[7-[6-amino-3-(trifluoromethyl)-2-pyridyl]-6-chloro-2-[[(2S,4R)-4-(difluoromethoxy)-1-methylpyrrolidin-2-yl]methoxy]quinazolin-4-yl]piperazin-1-yl]prop-2-en-1-one